ClC=1C=CC=C2C(C=C(OC12)C1=C(OCCCNC2CC(C2)C(=O)O)C=C(C=C1)C)=O 3-[3-[2-(8-chloro-4-oxo-chromen-2-yl)-5-methyl-phenoxy]propylamino]cyclobutanecarboxylic acid